OC(C)(C)C=1C(NC=CN1)=O 3-(2-hydroxy-propan-2-yl)-1H-pyrazin-2-one